6,6-Difluoro-9-methyl-3-(2-methylbutan-2-yl)-6a,7,8,10a-tetrahydrobenzo[c]chromen-1-ol FC1(OC=2C=C(C=C(C2C2C1CCC(=C2)C)O)C(C)(CC)C)F